ClC=1N=CC2=C(N(CCC(N2)=O)CC2=CC=C(C=C2)C=2N(C=C(N2)C(F)(F)F)C)N1 2-chloro-9-(4-(1-methyl-4-(trifluoromethyl)-1H-imidazol-2-yl)benzyl)-5,7,8,9-tetrahydro-6H-pyrimido[4,5-b][1,4]diazepin-6-one